4-(4-amino-2-fluorophenoxy)-3-chloropyridin-2-amine NC1=CC(=C(OC2=C(C(=NC=C2)N)Cl)C=C1)F